(1-methyltriazol-4-yl)methanol CN1N=NC(=C1)CO